(S)-1-(2,3-dihydrobenzofuran-5-yl)-5-(5-(3,5-dimethylisoxazol-4-yl)-1-((R)-1-(methylsulfonyl)pyrrolidin-3-yl)-1H-benzo[d]imidazol-2-yl)pyrrolidin-2-one O1CCC2=C1C=CC(=C2)N2C(CC[C@H]2C2=NC1=C(N2[C@H]2CN(CC2)S(=O)(=O)C)C=CC(=C1)C=1C(=NOC1C)C)=O